(2S)-2-amino-N-((2S)-4-(4-fluorophenyl)-1-hydroxyl-(thiazol-2-yl)butan-2-yl)-5-hydroxyhexanamide N[C@H](C(=O)N[C@H](CO)CC(C1=CC=C(C=C1)F)C=1SC=CN1)CCC(C)O